N(=C=O)CC1=CC(=CC(=C1)CN=C=O)CN=C=O 1,3,5-triisocyanatomethyl-benzene